Methyl 2-(((1S,3S)-3-((3-bromo-6,7-dihydrospiro[cyclopenta[d]pyrazolo[1,5-a]pyrimidine-5,1'-cyclopentane]-8-yl)amino)cyclopentyl)amino)acetate BrC=1C=NN2C1N=C1C(=C2N[C@@H]2C[C@H](CC2)NCC(=O)OC)CCC12CCCC2